tert-Butyl 1-(4-(2-(((benzyloxy)carbonyl)amino)ethyl)-3-fluorophenyl)-4,6-dihydropyrrolo[3,4-c]pyrazole-5(1H)-carboxylate C(C1=CC=CC=C1)OC(=O)NCCC1=C(C=C(C=C1)N1N=CC2=C1CN(C2)C(=O)OC(C)(C)C)F